FC=1C=C(C=C(C1)F)[C@H](CC)N1C(=NC(C(=C1O)CC1=CC=C(C=C1)C1=C(C=NC=C1)C)=O)COC(C)C 1-[(1S)-1-(3,5-difluorophenyl)propyl]-6-hydroxy-5-{[4-(3-methylpyridin-4-yl)phenyl]methyl}-2-[(propan-2-yloxy)methyl]-1,4-dihydropyrimidin-4-one